C(#N)C=1C=NN2C1C(=CC(=C2)C2=CC=C(C=C2)N2CCN(CC2)C(=O)OC(C)(C)C)C=2C=NC(=CC2)N2CCNCC2 tert-butyl 4-[4-[3-cyano-4-(6-piperazin-1-yl-3-pyridyl)pyrazolo[1,5-a]pyridin-6-yl]phenyl]piperazine-1-carboxylate